FC(C1=NN=C(S1)C1=NC(=NC2=C(C=C(C=C12)S(=O)(=O)NC1(COC1)C)N1C[C@@H](N[C@H](C1)C)C)C(F)(F)F)F 4-(5-(difluoromethyl)-1,3,4-thiadiazol-2-yl)-8-((3S,5S)-3,5-dimethylpiperazin-1-yl)-N-(3-methyloxetan-3-yl)-2-(trifluoromethyl)quinazoline-6-sulfonamide